5-(3-(((1r,4r)-4-(5-chloro-2-(trifluoromethyl)nicotinamido)cyclohexyl)methyl)-2-oxo-2,3-dihydro-1H-benzo[d]imidazol-1-yl)-N-methoxypicolinamide ClC=1C=NC(=C(C(=O)NC2CCC(CC2)CN2C(N(C3=C2C=CC=C3)C=3C=CC(=NC3)C(=O)NOC)=O)C1)C(F)(F)F